OC(C)(C)C=1C=C(C(=O)O)C=CC1 3-(1-hydroxy-1-methylethyl)benzoic acid